N'-[1-[2-fluoro-4-(trifluoromethyl)phenyl]ethyl]-N'-methyl-oxamide FC1=C(C=CC(=C1)C(F)(F)F)C(C)N(C(C(N)=O)=O)C